O=C1N(C(C=C1)=O)CC(=O)NCCOCCOCCOCCOCCOCCOCCOCCOCCOCCOCCC(=O)OC(C)(C)C tert-butyl 3-[2-[2-[2-[2-[2-[2-[2-[2-[2-[2-[[2-(2,5-dioxopyrrol-1-yl) acetyl] amino] ethoxy] ethoxy] ethoxy] ethoxy] ethoxy] ethoxy] ethoxy] ethoxy] ethoxy] ethoxy]propanoate